Cl.CN(C/C=C/C(=O)N(C1=CC=C2CCNCC2=C1)C)C (E)-4-(Dimethylamino)-N-methyl-N-(1,2,3,4-tetrahydroisoquinolin-7-yl)but-2-enamide hydrochloride